C1(CC1)N1CCC(CC1)S(=O)(=O)C=1C=CC(=NC1)C1=NSC(=N1)NC1=NC=CC=C1N(C)C N2-(3-(5-(1-cyclopropyl-piperidin-4-ylsulfonyl)pyridin-2-yl)-1,2,4-thiadiazol-5-yl)-N3,N3-dimethyl-pyridine-2,3-diamine